tert-butyl (6'-methyl-2,3,5,6,6',7'-hexahydrospiro[pyran-4,5'-pyrrolo[3,4-b]pyridin]-2'-yl)carbamate CN1CC2=NC(=CC=C2C12CCOCC2)NC(OC(C)(C)C)=O